CN(C(C=C)=O)CCCCCCCCCCCCS(=O)(=O)Cl 12-(N-methylacrylamido)dodecane-1-sulfonyl chloride